6,6'-diethyl-7,7'-bis(2-hydroxyethoxy)-4,4'-spirobi[chromane]-2,2'-dione C(C)C=1C=C2C3(CC(OC2=CC1OCCO)=O)CC(OC1=CC(=C(C=C13)CC)OCCO)=O